1-(3-(methylcarbamoyl)cyclobutyl)-2-phenyl-N-(3-(4-phenylpiperazin-1-yl)propyl)-1H-benzo[d]imidazole-6-carboxamide CNC(=O)C1CC(C1)N1C(=NC2=C1C=C(C=C2)C(=O)NCCCN2CCN(CC2)C2=CC=CC=C2)C2=CC=CC=C2